5-((((1R,2R,3S,4R)-2,3-Dihydroxy-4-((pyrazolo[1,5-a]pyridin-7-ylmethyl)amino)cyclohexyl)amino)methyl)-6-fluoro-1,3-dimethyl-1,3-dihydro-2H-benzo[d]imidazol-2-one O[C@@H]1[C@@H](CC[C@H]([C@@H]1O)NCC1=CC=CC=2N1N=CC2)NCC2=CC1=C(N(C(N1C)=O)C)C=C2F